FC(S(=O)(=O)NC1=C(C=C(C=C1)C1=NNC(=C1C(=O)N)NC1=NC=CN=C1)OC1(CC1)C1=CC=C(C=C1)F)F 3-(4-((difluoromethyl)sulfonamido)-3-(1-(4-fluorophenyl)cyclopropoxy)phenyl)-5-(pyrazin-2-ylamino)-1H-pyrazole-4-carboxamide